N-(4-(6-methoxypyrazin-2-yl)phenyl)-2-methylpropanamide COC1=CN=CC(=N1)C1=CC=C(C=C1)NC(C(C)C)=O